Methyl 8-(3-(2,4-difluoro-3-hydroxy-5-(trifluoromethyl)phenyl)-1-methyl-1H-pyrazolo[3,4-d]pyrimidin-6-yl)-5,8-diazaspiro[3.5]nonane-5-carboxylate FC1=C(C=C(C(=C1O)F)C(F)(F)F)C1=NN(C2=NC(=NC=C21)N2CCN(C1(CCC1)C2)C(=O)OC)C